FC1=CC2=C(N(C=N2)C[C@@H]2CC[C@H](CC2)C(=O)N2OCC[C@H]2C=2C=NC=C(C#N)C2)C=C1 trans-5-((S)-2-(4-((5-fluoro-1H-benzo[d]imidazol-1-yl)methyl)cyclohexane-1-carbonyl)isoxazolidin-3-yl)nicotinonitrile